FC1=C(C=C(C=C1)OC=1C(=C2C=CNC2=CC1F)S(=O)(=O)C)C=1OC=C(N1)[C@@]1(COC2=C1C=CC=C2CC(=O)O)C (R)-2-(3-(2-(2-Fluoro-5-((6-fluoro-4-(methylsulfonyl)-1H-indol-5-yl)oxy)phenyl)oxazol-4-yl)-3-methyl-2,3-dihydrobenzofuran-7-yl)acetic acid